5-((4'-(4,4-difluorocyclohexyl)-[1,1'-biphenyl]-4-yl)oxy)-1H-1,2,3-triazole-4-carboxylic acid methyl ester COC(=O)C=1N=NNC1OC1=CC=C(C=C1)C1=CC=C(C=C1)C1CCC(CC1)(F)F